[Ca+2].C(C=C)(=O)NCCCS(=O)(=O)[O-].C(C=C)(=O)NCCCS(=O)(=O)[O-] 3-acrylamidopropanesulfonic acid, calcium salt